[Si](C)(C)(C(C)(C)C)CC1=CC(=NC=C1)C1=CN=C2N1N=C(C=C2)NC(C)C2=C(C=CC(=C2)F)OCC2=CC=C(C=C2)OC 3-(4-tert-Butyldimethylsilanylmethyl-pyridin-2-yl)-N-(1-(5-fluoro-2-(4-methoxybenzyloxy)-phenyl)ethyl)imidazo[1,2-b]pyridazin-6-amine